O1C(CCCC1)OCCCC=1C=C2CCC(OC2=CC1)C(=O)OC methyl 6-(3-((tetrahydro-2H-pyran-2-yl)oxy)propyl)chromane-2-carboxylate